3',5-diallyl-3-[(S)-2,6-Diamino-1-hexanoyl]amino-2,4'-dihydroxy-1,1'-biphenyl C(C=C)C=1C=C(C=CC1O)C1=C(C(=CC(=C1)CC=C)NC([C@H](CCCCN)N)=O)O